[Si](C)(C)(C(C)(C)C)OCCN(C1=CC(=NC=N1)NC(=O)[C@@H]1[C@H](C1)C1=CC(=CC=C1)Cl)CC=1N=C2N(C=C(C=C2)C2CC2)C1 (1S,2S)-N-(6-((2-((tert-butyldimethylsilyl)oxy)ethyl)((6-cyclopropyl-imidazo[1,2-a]pyridin-2-yl)methyl)amino)pyrimidin-4-yl)-2-(3-chlorophenyl)cyclopropane-1-carboxamide